rac-(3R,4S)-3-(3,4-dichlorophenyl)-4-hydroxy-pyrrolidine-1-carboxylic acid tert-butyl ester C(C)(C)(C)OC(=O)N1C[C@H]([C@@H](C1)O)C1=CC(=C(C=C1)Cl)Cl |r|